FC1=C(C(=CC=C1)C)N1CCC(CC1)N1C(N(C=2C(C1)=CN(N2)C[C@H](COC)O)CC2=C(C=CC=C2)C(F)(F)F)=O 5-[1-(2-fluoro-6-methyl-phenyl)-piperidin-4-yl]-2-((R)-2-hydroxy-3-methoxy-propyl)-7-(2-trifluoromethyl-benzyl)-2,4,5,7-tetrahydro-pyrazolo[3,4-d]pyrimidin-6-one